C(CCCCCCCCCCC\C=C/CCCCCCCC)(=O)N[C@@H](CCSC)C(=O)O N-erucoyl-methionine